2-(Methoxymethoxy)phenylboronic acid COCOC1=C(C=CC=C1)B(O)O